FC(C(F)(F)[NH3+])CCCC(F)(F)F hexafluorohexyl-ammonium